C(#N)[C@@H](C)O |r| racemic-cyanoethanol